CC(C(OCOC(C(C)(C)C)=O)=O)(C)OC1=C(CN2CCN(CC2)C(=O)OC(C(F)(F)F)C(F)(F)F)C=CC(=C1)C(F)(F)F 1,1,1,3,3,3-Hexafluoropropan-2-yl 4-(2-((2-methyl-1-oxo-1-((pivaloyloxy) methoxy) propan-2-yl)oxy)-4-(trifluoromethyl) benzyl)piperazine-1-carboxylate